N-(3-(6-amino-9-((3aR,4S,6S,6aR)-6-(hydroxymethyl)-2,2-dimethyltetrahydrofuro[3,4-d][1,3]dioxol-4-yl)-9H-purin-2-yl)prop-2-yn-1-yl)-2-(3-(but-3-yn-1-yl)-3H-diazirin-3-yl)acetamide NC1=C2N=CN(C2=NC(=N1)C#CCNC(CC1(N=N1)CCC#C)=O)[C@H]1O[C@H]([C@H]2OC(O[C@H]21)(C)C)CO